(S)-N-(1-(3-(2-cyclopentylpyridin-4-yl)-1,2,4-oxadiazol-5-yl)ethyl)-1-(cyclopropylmethyl)-1H-pyrazole-5-carboxamide C1(CCCC1)C1=NC=CC(=C1)C1=NOC(=N1)[C@H](C)NC(=O)C1=CC=NN1CC1CC1